bis[3-(9-phenyl-9H-fluoren-9-yl)phenyl]pyrene-1,6-diamine C1(=CC=CC=C1)C1(C2=CC=CC=C2C=2C=CC=CC12)C=1C=C(C=CC1)C=1C(=C(C=2C=CC3=CC=C(C=4C=CC1C2C43)N)N)C4=CC(=CC=C4)C4(C3=CC=CC=C3C=3C=CC=CC43)C4=CC=CC=C4